FC(C=1C=C(C=C(C1)C(F)(F)F)[C@@H](C)N(C(=O)N1[C@H](C[C@H](CC1)N1C[C@H]2N(CC1)C(CC2)=O)C2=C(C=C(C=C2)F)C)C)(F)F 2-(R)-(4-fluoro-2-methyl-phenyl)-4-(S)-((8aS)-6-oxo-hexahydro-pyrrolo[1,2-a]-pyrazin-2-yl)-piperidine-1-carboxylic acid [1-(R)-(3,5-bis-trifluoromethyl-phenyl)-ethyl]methylamide